N-methylmethacrylamide CNC(C(=C)C)=O